(E)-1-(2-methoxy-4,6-bis(methoxymethoxy)phenyl)-3-(naphthalen-2-yl)prop-2-en-1-one COC1=C(C(=CC(=C1)OCOC)OCOC)C(\C=C\C1=CC2=CC=CC=C2C=C1)=O